3,8-DIAZABICYCLO[3.2.1]Octane-8-carboxylic acid tert-butyl ester C(C)(C)(C)OC(=O)N1C2CNCC1CC2